ClC1=CC=C(C(=C1NC(C1=C(C=C(C(=C1)F)N1N=C2N(CCCC2)C1=O)O[C@H](C(F)(F)F)C)=O)F)F N-(6-chloro-2,3-difluorophenyl)-5-fluoro-4-(3-oxo-5,6,7,8-tetrahydro[1,2,4]triazolo[4,3-a]-pyridin-2(3H)-yl)-2-{[(2S)-1,1,1-trifluoropropan-2-yl]oxy}benzamide